2-chloro-5-fluoro-N4-[4-(prop-2-ynyloxy)phenyl]-4-pyrimidinamine ClC1=NC=C(C(=N1)NC1=CC=C(C=C1)OCC#C)F